N=1C=C(N2C1C=NC=C2)C#CC=2C=NC=C(C(=O)NC1=CC(=C(C=C1)CN1CCN(CC1)C)C(F)(F)F)C2 5-(imidazo[1,2-a]pyrazin-3-ylethynyl)-N-(4-((4-methylpiperazin-1-yl)methyl)-3-(trifluoromethyl)phenyl)nicotinamide